NC=1C=C(C=CC1NCC1CCOCC1)CO (3-amino-4-(((tetrahydro-2H-pyran-4-yl)methyl)amino)phenyl)methanol